(2S,4S)-4-fluoro-1-[2-[4-[(8-methoxy-3-quinolyl)-methyl-amino]-1-piperidyl]acetyl]pyrrolidine-2-carbonitrile F[C@H]1C[C@H](N(C1)C(CN1CCC(CC1)N(C)C=1C=NC2=C(C=CC=C2C1)OC)=O)C#N